CC=1C=2CCCC2N=C2CN(CC12)C(CC1CN(C1)C=1C=NC=CC1)=O 1-(8-Methyl-3,5,6,7-tetrahydro-1H-2,4-diaza-s-indacen-2-yl)-2-(1-pyridin-3-yl-azetidin-3-yl)-ethanone